N-(2-(7-fluoro-5-methoxy-1-((2-(trimethylsilyl)ethoxy)methyl)-1H-indazol-3-yl)ethyl)-N-methylpropan-2-amine FC=1C=C(C=C2C(=NN(C12)COCC[Si](C)(C)C)CCN(C(C)C)C)OC